FC(C1=NN2C(N=C(C=C2NC[C@H](C2=CC=C(C=C2)F)N2CC(C2)C(=O)NC([2H])([2H])[2H])C(F)(F)F)=C1)(F)F (S)-1-(2-((2,5-bis(trifluoromethyl)pyrazolo[1,5-a]pyrimidin-7-yl)amino)-1-(4-fluorophenyl)ethyl)-N-(methyl-d3)azetidine-3-carboxamide